C1(CCC1)NC(=O)C=1OC(=NN1)C1=C(NC2=C(C=C(C=C12)F)F)C1=CC=C(C=C1)F N-cyclobutyl-5-[5,7-difluoro-2-(4-fluorophenyl)-1H-indol-3-yl]-1,3,4-oxadiazole-2-carboxamide